ethyl (Z)-3-(4-bromophenyl)but-2-enoate BrC1=CC=C(C=C1)\C(=C/C(=O)OCC)\C